2-hexyloctan-1-ol tert-butyl-7-((2,4-difluorobenzyl)oxy)-2-((3-nitro-2-oxopyridin-1(2H)-yl)methyl)-1H-indole-1-carboxylate C(C)(C)(C)C1=C(N(C2=C(C=CC=C12)OCC1=C(C=C(C=C1)F)F)C(=O)OCC(CCCCCC)CCCCCC)CN1C(C(=CC=C1)[N+](=O)[O-])=O